3-amino-4-(7-fluoro-1H-indazol-4-yl)-6-propan-2-yloxy-1,7-dihydro-1,7-phenanthroline-2,8-dione NC=1C(NC2=C3C=CC(NC3=C(C=C2C1C1=C2C=NNC2=C(C=C1)F)OC(C)C)=O)=O